(2-((tert-Butyldimethylsilyl)oxy)ethyl)-7-hydroxy-2-(tetrahydro-2H-pyran-2-yl)-2,4-dihydro-5H-pyrazolo[4,3-B]pyridin-5-one [Si](C)(C)(C(C)(C)C)OCCC=1N(N=C2C1NC(C=C2O)=O)C2OCCCC2